C1(CC1)C(=O)NC1=NC=CC(=C1)OC1=C(C=C(C=C1)NC(=O)C1=NC=2N(C(=C1)C1=CC=CC=C1)N=CC2)F N-{4-[2-(cyclopropanecarboxamido)pyridine-4-oxy]-3-fluorophenyl}-7-phenylpyrazolo[1,5-a]pyrimidine-5-carboxamide